C12CN(CC2C1)C=1C=CC=NC1C#N 5-{3-Azabicyclo[3.1.0]hexan-3-yl}-6-cyanopyridin